C(C)N[SiH](CC1CCCCC1)NCC bis(ethylamino)cyclohexylmethylsilane